Methylhydrazine lithium [Li].CNN